1-(2-Hydroxyphenyl)-3-phenyl-2-propen-1-one OC1=C(C=CC=C1)C(C=CC1=CC=CC=C1)=O